1-(4-carbamoyl-5-fluoropyrimidin-2-yl)piperidine-4-carboxylic acid C(N)(=O)C1=NC(=NC=C1F)N1CCC(CC1)C(=O)O